heptyl 10-undecylenate CCCCCCCOC(=O)CCCCCCCCC=C